Nitronicotinamide C1=CC(=C(N=C1)[N+](=O)[O-])C(=O)N